rac-5-(3-((1R,2R)-2-hydroxy-4,4-dimethyl-1,2,3,4-tetrahydronaphthalen-1-yl)ureido)-3-methyl-6-(tetrahydro-2H-pyran-4-yl)pyridinecarboxamide O[C@H]1[C@@H](C2=CC=CC=C2C(C1)(C)C)NC(NC=1C=C(C(=NC1C1CCOCC1)C(=O)N)C)=O |r|